N-METHYLGLYCINE CNCC(=O)O